1-(4-(3-(3-(fluoro(o-tolyloxy)methyl)piperidin-1-yl)-5-methyl-5H-pyrrolo[2,3-b]pyrazin-6-yl)piperidin-1-yl)ethan-1-one FC(C1CN(CCC1)C1=CN=C2C(=N1)N(C(=C2)C2CCN(CC2)C(C)=O)C)OC2=C(C=CC=C2)C